2-[4-fluoro-3,5-bis(propan-2-yl)phenyl]acetic acid FC1=C(C=C(C=C1C(C)C)CC(=O)O)C(C)C